OC1=C(OC(=C1O)C1=CC=C(C=C1)Cl)NC(C1=CC=CC=C1)=O N-(3,4-dihydroxy-5-(4-chlorophenyl)-2-furyl)benzamide